5-Isothiocyano-3-(trifluoromethyl)pyridinecarbonitrile N(=C=S)C=1C=C(C(=NC1)C#N)C(F)(F)F